C([2H])([2H])([2H])NC=1N=CC(=C2C=C(N=CC12)NC(=O)C1CC1)C1=NN2C(C=CC(=C2)N2C[C@@H](OCC2)C)=N1 (S)-N-(8-((methyl-d3)amino)-5-(6-(2-methylmorpholino)-[1,2,4]triazolo[1,5-a]pyridin-2-yl)-2,7-naphthyridin-3-yl)cyclopropanecarboxamide